BrC=1C=C(C=CC1)C1(CC(C1)C)C(=O)NNC(=S)NC 1-[[1-(3-bromophenyl)-3-methyl-cyclobutanecarbonyl]amino]-3-methyl-thiourea